Cl.C1(=CC=CC=C1)[C@H]1NCC[C@@H](C1)CNC(OCC1=CC=CC=C1)=O |o1:7,11| rel-benzyl (((2S,4S)-2-phenylpiperidin-4-yl)methyl)carbamate hydrochloride